O1-tert-butyl O2-methyl 2,5-dihydropyrrole-1,2-dicarboxylate N1(C(C=CC1)C(=O)OC)C(=O)OC(C)(C)C